(cyclobutyl)methanon C1(CCC1)C=O